methyl 4-{({5-[5-(trifluoromethyl)-1,2,4-oxadiazol-3-yl]pyridin-2-yl}methyl)[3-(trifluoromethyl)phenyl]carbamoyl}piperidine-1-carboxylate FC(C1=NC(=NO1)C=1C=CC(=NC1)CN(C(=O)C1CCN(CC1)C(=O)OC)C1=CC(=CC=C1)C(F)(F)F)(F)F